2-Methyl-5-(3-(trifluoromethoxy)phenyl)-N-(3-(2-oxopropyl)-1,2,4-thiadiazol-5-yl)thiophene-3-Formamide CC=1SC(=CC1C(=O)NC1=NC(=NS1)CC(C)=O)C1=CC(=CC=C1)OC(F)(F)F